Cl.Cl.N=1N2C(=CC1)[C@H](C1(C2)CCNCC1)N (S)-4'H,6'H-spiro[piperidine-4,5'-pyrrolo[1,2-b]pyrazol]-4'-amine dihydrochloride